CC1NC2=C(N(C1=O)C([2H])([2H])[2H])C=NC1=C2C=CN1 2-methyl-4-(methyl-d3)-1,2,4,7-tetrahydro-3H-pyrrolo[3',2':5,6]Pyrido[3,4-b]Pyrazin-3-one